1-(3-(4-methoxyphenyl)-1,2,4-oxadiazol-5-yl)-N-((1-((5-methylpyridin-2-yl)methyl)pyrrolidin-3-yl)methyl)piperidine-4-carboxamide COC1=CC=C(C=C1)C1=NOC(=N1)N1CCC(CC1)C(=O)NCC1CN(CC1)CC1=NC=C(C=C1)C